FC1=C(C(=O)N)C=C(C=C1)C(C)OC 2-fluoro-5-(1-methoxyethyl)benzamide